C(C)(C)(C)OC(=O)C=1C(=C2C=NN(C2=CC1)C1OCCCC1)Br 4-bromo-1-(tetrahydro-2H-pyran-2-yl)-1H-indazole-5-carboxylic acid tert-butyl ester